(2-(5-(1-aminoethyl)thiophen-2-yl)benzyl)(methyl)carbamate NC(C)C1=CC=C(S1)C1=C(COC(NC)=O)C=CC=C1